Cl.OC1=CC=CC(=N1)N1C(CCC1)CC(=O)OC methyl 2-(1-(6-hydroxypyridin-2-yl)pyrrolidin-2-yl)acetate hydrochloride